C(C)(C)(C)OC1=CC=C(C=C1)P(C1=CC=C(C=C1)OC(C)(C)C)C1=CC=C(C=C1)OC(C)(C)C tri(4-tert-butoxyphenyl)phosphine